ClC1=CC=C(C=C1N)O 4-chloro-5-aminophenol